ClC1=NC=2CCC(C(C2C=C1)=O)(F)F 2-chloro-6,6-difluoro-7,8-dihydroquinolin-5-one